[O-]S(=O)(=O)C(F)(F)F.[O-]S(=O)(=O)C(F)(F)F.C(C)N1C(=[NH+]C=C1)C.C(C)N1C(=[NH+]C=C1)C 1-ethyl-2-methyl-imidazolium bis-triflate